(Z)-thiazolidine-2,4-dione S1C(NC(C1)=O)=O